ClC1=NC2=CC(=CC=C2C(=C1)C1=C(C=C(C=C1)F)Cl)O[C@@H](C(=O)N1CCCCC1)C (3S)-1-[(2R)-2-[[2-chloro-4-(2-chloro-4-fluoro-phenyl)-7-quinolyl]oxy]propanoyl]piperidine